IC1=C(C=CC=C1)B1OC(C(O1)(C)C)(C)C 2-(2-iodophenyl)-4,4,5,5-tetramethyl-1,3,2-dioxaborolane